[B](F)F.COC(C1=CC(=NC=C1)CC(C1=CC=CC=C1)=O)=O 2-(2-oxo-2-phenylethyl)isonicotinic acid methyl ester boron difluoride